beta-D-galactose O[C@H]1[C@H](O)[C@@H](O)[C@@H](O)[C@H](O1)CO